tert-butyl (methyl(4-((5-(4-methyl-1-(3,3,3-trifluoro-2-hydroxy-2-(trifluoromethyl)propyl)-1H-indazol-5-yl)-2,6-naphthyridin-3-yl)amino)phenyl)(oxo)-λ6-sulfaneylidene)carbamate CS(=O)(C1=CC=C(C=C1)NC=1N=CC2=CC=NC(=C2C1)C=1C(=C2C=NN(C2=CC1)CC(C(F)(F)F)(C(F)(F)F)O)C)=NC(OC(C)(C)C)=O